2-(4-tert-Butylphenyl)-1H-benzo[d]imidazol-5-carboxamide C(C)(C)(C)C1=CC=C(C=C1)C1=NC2=C(N1)C=CC(=C2)C(=O)N